4-Methacryloyloxymethyl-1,3-dioxolan-2-one C(C(=C)C)(=O)OCC1OC(OC1)=O